O=S1(CCN(CC1)C1=NC2=CC(=CC(=C2C=C1C1=CC=C(C=C1)F)C(C)=O)C)=O 1-(2-(1,1-dioxidothiomorpholino)-3-(4-fluorophenyl)-7-methylquinolin-5-yl)ethan-1-one